C1(CC1)C(=O)N1CCC(C1)N1N=NC(=C1)C(=C)C (cyclopropanecarbonyl)-4-(4-(prop-1-en-2-yl)-1H-1,2,3-triazol-1-yl)pyrrolidin